CC=1OC2=C(C1C(=O)O)C=C(C=C2)[C@H]2[C@@](C2)(C2=NC=CC=C2)C 2-methyl-5-(trans-2-methyl-2-(pyridin-2-yl)cyclopropyl)benzofuran-3-carboxylic acid